1-(4-(3-((4-(fluoromethoxy)phenyl)amino)pyrazin-2-yl)piperazin-1-yl)prop-2-en-1-one FCOC1=CC=C(C=C1)NC=1C(=NC=CN1)N1CCN(CC1)C(C=C)=O